4-(6-(4-(dimethylamino)piperidin-1-yl)-3-(2-methyl-2H-indazol-6-yl)pyridazin-4-yl)-2-fluorobenzonitrile CN(C1CCN(CC1)C1=CC(=C(N=N1)C=1C=CC2=CN(N=C2C1)C)C1=CC(=C(C#N)C=C1)F)C